9-(4,4-difluorocyclohexyl)-7-[(2R,4S)-2-[1-(2,2-difluoroethyl)-6-keto-3-pyridyl]tetrahydropyran-4-yl]-2,3-dimethyl-pyrimido[1,2-b]pyridazin-4-one FC1(CCC(CC1)C=1C=2N(N=C(C1)[C@@H]1C[C@@H](OCC1)C1=CN(C(C=C1)=O)CC(F)F)C(C(=C(N2)C)C)=O)F